SCSC(SCSSCSCC1SCCS1)C(SCSC(C(SCS)SCS)SCS)SCS 2-(3,4,8,9-tetrakis(mercaptomethylthio)-11-mercapto-2,5,7,10-tetrathiaundecanylthio)mercaptomethylthiomethyl-1,3-dithiolane